C(C#CCCCCCC)OC(CCCCC(=O)OCCCCCCN(CCCCCCCC(=O)OCCCCCCCCC)CCO)OCC#CCCCCCC nonyl 8-((6-((6,6-bis(non-2-yn-1-yloxy)hexanoyl)oxy)hexyl)(2-hydroxyethyl)amino)octanoate